(4R)-2-(1-hydroxyethyl)-4-methoxypyrrolidine-1-carboxylic acid tert-butyl ester C(C)(C)(C)OC(=O)N1C(C[C@H](C1)OC)C(C)O